N-(2-fluoro-5-(2-fluoro-8-morpholinoimidazo[1,2-a]pyridin-6-yl)-4-methylphenyl)-3-(2,2,2-trifluoroethyl)-2,5-dihydro-1H-pyrrole-1-carboxamide FC1=C(C=C(C(=C1)C)C=1C=C(C=2N(C1)C=C(N2)F)N2CCOCC2)NC(=O)N2CC(=CC2)CC(F)(F)F